CC1=C2[C@@H]([C@@H]3[C@@H]([C@@H](C1)OC(=O)C(=C)C)C(=C)C(=O)O3)C(=CC2=O)C Guaianolide